ClC=1C(=NC(=NC1)NC=1C=C(C=CC1)NC(=O)C1=CC=C(C=C1)NC(=O)/C=C/CN(C(OC(C)(C)C)=O)C)C1=CNC2=CC=CC=C12 Tert-butyl N-[(2E)-3-([4-[(3-[[5-chloro-4-(1H-indol-3-yl)pyrimidin-2-yl]amino]phenyl)carbamoyl]phenyl] carbamoyl)prop-2-en-1-yl]-N-methylcarbamate